[Si](C)(C)(C(C)(C)C)OC1CC2CCC(C1)N2 3-((tert-butyldimethylsilyl)oxy)-8-azabicyclo[3.2.1]octane